ClC=1C(=CC=C2N=CC(=NC12)C=1C=NN(C1)C(CC=O)C)OC1=CC2=C(N=C(N2COCC[Si](C)(C)C)C)C=C1 3-[4-[8-chloro-7-[2-methyl-3-(2-trimethylsilylethoxymethyl)benzimidazol-5-yl]Oxy-quinoxalin-2-yl]Pyrazol-1-yl]Butyraldehyde